2-((1R,6R)-3-methyl-6-(prop-1-en-2-yl)cyclohex-2-enyl)-5-pentylbenzene-1,3-diol CC1=C[C@H]([C@@H](CC1)C(=C)C)C1=C(C=C(C=C1O)CCCCC)O